quinolinyl-triazolopyrazine N1=C(C=CC2=CC=CC=C12)C1=NC2=C(N=C1)NN=N2